FC(C(F)(F)F)(C=1C=C(C=2C=CC=3N(C2N1)C=C(N3)C(=O)NN)C(C(F)(F)F)(F)F)F 2,4-bis(perfluoroethyl)imidazo[1,2-a][1,8]naphthyridine-8-carbohydrazide